5-bromo-2-(2,2,2-trifluoroethoxy)-1,3-thiazole BrC1=CN=C(S1)OCC(F)(F)F